2-(2,6-dimethylpyridin-4-yl)benzo[d]thiazole CC1=NC(=CC(=C1)C=1SC2=C(N1)C=CC=C2)C